(rac)-Methyl 3-(phenylethynyl)-5a,6,8,8a-tetrahydropyrrolo[3',4':4,5]cyclopenta[1,2-b]pyridine-7(5H)-carboxylate C1(=CC=CC=C1)C#CC=1C=C2C(=NC1)C1C(C2)CN(C1)C(=O)OC